ClC1=CC=C(C=C1)C=1N=C2N(C=CC=N2)C1CN1CC2CCC(C1)N2C(=O)C=2N=CSC2 (3-{[2-(4-chlorophenyl)imidazo[1,2-a]pyrimidin-3-yl]methyl}-3,8-diazabicyclo[3.2.1]oct-8-yl)(1,3-thiazol-4-yl)methanone